(2S,3R)-3-((2-(((tert-butoxy)carbonyl)amino)pyridin-4-yl)methyl)-N2-(1-methyl-1H-pyrazol-4-yl)-N1-((R)-1-(3-chlorophenyl)propyl)-N2-methyl-4-oxoazetidine-1,2-dicarboxamide C(C)(C)(C)OC(=O)NC1=NC=CC(=C1)C[C@@H]1[C@H](N(C1=O)C(=O)N[C@H](CC)C1=CC(=CC=C1)Cl)C(=O)N(C)C=1C=NN(C1)C